1,5-dibromoheptane BrCCCCC(CC)Br